4-azido-5-(trifluoromethyl)piperidine-2-carbaldehyde N(=[N+]=[N-])C1CC(NCC1C(F)(F)F)C=O